6-(5,6,7,8-tetrahydroimidazo[1,2-a]pyridine-3-carbonyl)-N-(5-(trifluoromethyl)pyridin-3-yl)-4,5,6,7-tetrahydrothieno[2,3-c]pyridine-3-carboxamide N=1C=C(N2C1CCCC2)C(=O)N2CC1=C(CC2)C(=CS1)C(=O)NC=1C=NC=C(C1)C(F)(F)F